C(C)(=O)N[C@H]1[C@@H](C=C(C[C@@H]1NCC=1C=C(C=CC1C)C1=CC=CC=C1)C(=O)O)OC(CC)CC (3R,4R,5S)-4-acetylamino-5-((4-methyl-[1,1'-biphenyl]-3-yl)methyl)amino-3-(pentan-3-oxy)cyclohex-1-ene-1-carboxylic acid